5-((3-(dimethylamino)propyl)amino)pyrido[4,3-e][1,2,3]triazolo[1,5-a]pyrimidine-3-carboxylic acid CN(CCCNC1=NC=2N(C3=C1C=CN=C3)N=NC2C(=O)O)C